BrC=1C=C(C=CC1)C(CCC\C=C/C(=O)OCC)(C(=O)OCC[Si](C)(C)C)C 1-Ethyl 8-(2-(trimethylsilyl)ethyl) (Z)-7-(3-bromophenyl)-7-methyloct-2-enedioate